C1(=CC=C(C=C1)CN(C=O)C1=C(C=CC=C1)C#CC=1C=CC=NC1)C1=CC=CC=C1 5-(2-{2-[N-({[1,1'-Biphenyl]-4-yl}methyl)formamido]phenyl}ethynyl)pyridin